1-benzyl-5-(((4,4''-difluoro-[1,1':3',1''-terphenyl]-5'-yl)oxy)methyl)pyrrolidine-3-carbonitrile C(C1=CC=CC=C1)N1CC(CC1COC=1C=C(C=C(C1)C1=CC=C(C=C1)F)C1=CC=C(C=C1)F)C#N